C(=O)O.NC1=NN=C(C2=CC(=CC=C12)C=1C=C(C=C(C1C#N)F)B(O)O)C [3-(1-amino-4-methylphthalazin-6-yl)-4-cyano-5-fluorophenyl]boronic acid formic acid salt